C1=CC=C(C(=C1)CC2=CC=CC=C2O)O methylenebisphenol